COC=1C=C2C(=CC=NC2=CC1OC)N1CCN(CC1)C1(CC1)C#N 1-(4-(6,7-dimethoxyquinolin-4-yl)piperazin-1-yl)cyclopropanecarbonitrile